[I-].CC1=[N+](C2=CC=C(C=C2C1(C)C)C(F)(F)F)CCCC#C 2,3,3-Trimethyl-1-(pent-4-yn-1-yl)-5-(trifluoromethyl)-3H-indol-1-ium iodide